ClC=1C=C(C=CC1OCC)C(CC1=NC(=NC(=N1)N[C@@H](CO)CC(C)C)NS(=O)(=O)C)C N-(4-(2-(3-Chloro-4-ethoxyphenyl)propyl)-6-(((R)-1-hydroxy-4-methylpentan-2-yl)amino)-1,3,5-triazin-2-yl)methanesulfonamide